(2r,3s,4s,5r)-3-(2-hydroxy-3-(trifluoromethyl)phenyl)-4,5-dimethyl-5-(trifluoromethyl)tetrahydrofuran-2-carboxylic acid methyl ester COC(=O)[C@@H]1O[C@]([C@H]([C@H]1C1=C(C(=CC=C1)C(F)(F)F)O)C)(C(F)(F)F)C